2-(1,3-benzodioxol-5-yl)-6-methyl-3,6,17-triazatetracyclo[8.7.0.03,8.011,16]heptadeca-1(10),11,13,15-tetraene-4,7-dione O1COC2=C1C=CC(=C2)C2C=1NC3=CC=CC=C3C1CC1C(N(CC(N21)=O)C)=O